C[N+](C)(CCCCCCCCCCCCC)[O-] N,N-dimethyltridecylamine N-oxide